N-[(3S)-5-methyl-4-oxo-2,3-dihydro-1,5-benzoxazepin-3-yl]-8-phenyl-[1,2,4]triazolo[1,5-a]pyrazine-2-carboxamide CN1C([C@H](COC2=C1C=CC=C2)NC(=O)C2=NN1C(C(=NC=C1)C1=CC=CC=C1)=N2)=O